ClC1=C(C=CC=C1OCCCN1CC(CC1)C(=O)O)C=1C=C(NN2SC3=C(C2)C=CC=C3)C=CC1 N-(3-(2-chloro-3-(3-(3-carboxypyrrolidin-1-yl)propoxy)phenyl)anilino)benzisothiazol